ClC1=C(C=CC(=C1)Cl)C1=CC=C(S1)CC(=O)N 2-(5-(2,4-dichlorophenyl)thiophen-2-yl)acetamid